2-Chloro-4-((4-methoxybenzyl)oxy)-5,6-dihydrofuro[2,3-d]pyrimidine ClC=1N=C(C2=C(N1)OCC2)OCC2=CC=C(C=C2)OC